C(N)(OC(CO)C)=O (1-hydroxy-propan-2-yl) carbamate